B(OC(C)(C[C@H](C)O)C)(O)OC[C@H](CO)C=1C=NC=C(C1)C1=CC(=C(C=C1)OC)OCCC (S)-4-hydroxy-2-methylpentan-2-yl hydrogen ((S)-3-hydroxy-2-(5-(4-methoxy-3-propoxyphenyl) pyridin-3-yl) propyl) borate